NC1CCC(CC1)C1(OC=2C(=C(C3=C([Si](CN(C3=O)CC=3C(NC(=CC3C)C)=O)(C)C)C2)Cl)O1)C 2-((1r,4r)-4-aminocyclohexyl)-9-chloro-7-((4,6-dimethyl-2-oxo-1,2-dihydropyridin-3-yl)methyl)-2,5,5-trimethyl-6,7-dihydro-[1,3]dioxolo[4',5':4,5]benzo[1,2-d][1,3]azasilin-8(5H)-one